ClC=1C=CC(=NC1C(F)(F)F)C(=O)C1CCC(CC1)C(F)(F)F (5-chloro-6-(trifluoromethyl)pyridin-2-yl)(4-(trifluoromethyl)cyclohexyl)methanone